N1CCC(=CC1)C(=O)[O-] 1,2,3,6-tetrahydropyridine-4-carboxylate